FC(C=1C(=NC(=NC1)N)N)(F)F 5-(trifluoromethyl)pyrimidin-2,4-diamine